Tert-Butyl (5-bromo-6-(bromomethyl)pyridin-2-yl)carbamate BrC=1C=CC(=NC1CBr)NC(OC(C)(C)C)=O